4-(fluorophenyl)-1-cyclopropylmethyl-5-(2-amino-4-pyrimidinyl)imidazole C1CC1CN2C=NC(=C2C3=NC(=NC=C3)N)C4=CC=C(C=C4)F